NC1=C(C=C(C=N1)NC(C(=O)N1[C@@H](CC[C@H](C1)C)C1=CC=C(C=C1)C1=CC=NN1)=O)C N-(6-amino-5-methyl-3-pyridyl)-2-[(2S,5R)-5-methyl-2-[4-(1H-pyrazol-5-yl)phenyl]-1-piperidyl]-2-oxo-acetamide